C(C)(C)(C)OC(=O)N[C@@H]1CN(C[C@@H]1COC)C1=NC=2CC[C@@H](CC2C=C1)NC(OCC1=CC=CC=C1)=O cis-Benzyl N-[(6S)-2-(3-[[(tert-butoxy)carbonyl]amino]-4-(methoxymethyl)pyrrolidin-1-yl)-5,6,7,8-tetrahydroquinolin-6-yl]carbamate